[Cl-].[Cl-].ClC=1C=C(C=CC1)C(=[Zr+2](C1(C(C(C(C2(C3C(=C4C=5C=CC=CC5CC4=C21)C=CCC3)C)(C)C)(C)C)(C)C)C)C3C=CC=C3)C3=CC(=CC=C3)Cl Bis(m-chlorophenyl)methylene(cyclopentadienyl)(octamethyloctahydrodibenzofluorenyl)zirconium dichloride